5,5'-ethylenebis[2-(4-vinylbenzyl)-2H-tetrazole] C(CC=1N=NN(N1)CC1=CC=C(C=C1)C=C)C=1N=NN(N1)CC1=CC=C(C=C1)C=C